ClC1=C(C=CC=C1)[C@@H](C(=O)NC1CC(C1)(F)F)N(C([C@H](CCC(=O)O)NC1=NC=CC(=C1)C#N)=O)C=1C=NC=C(C1)F (S)-5-(((S)-1-(2-Chlorophenyl)-2-((3,3-difluorocyclobutyl)amino)-2-oxoethyl)(5-fluoropyridin-3-yl)amino)-4-((4-cyanopyridin-2-yl)amino)-5-oxopentanoic acid